bis-(3,5-dibromo-4-methoxy-phenyl)-phenyl-cyclohexylsilane BrC=1C=C(C=C(C1OC)Br)[Si](C1CCCCC1)(C1=CC=CC=C1)C1=CC(=C(C(=C1)Br)OC)Br